BrC1=CC=C2C=C(C(=NC2=C1)C=1C(=C2N(C=C(C=C2N1)C(F)(F)F)CC)Cl)S(=O)(=O)CC (7-bromo-3-ethylsulfonylquinolin-2-yl)-3-chloro-4-ethyl-6-trifluoromethyl-4H-pyrrolo[3,2-b]pyridine